N(=[N+]=[N-])C(C)(C1CCCC1)C1=NN(C2=CN=C(C=C21)Cl)C (1-azido-1-cyclopentylethyl)-5-chloro-1-methyl-1H-pyrazolo[3,4-c]pyridine